2-cyclopropyl-4-oxo-4,5-dihydrofuro[2,3-d]pyridazin-7-yl 4-methylbenzenesulfonate CC1=CC=C(C=C1)S(=O)(=O)OC1=NNC(C2=C1OC(=C2)C2CC2)=O